COC(COC(C)=O)C 2-methoxypropylacetate